Cl.COC1=CC=C(C=C1)N1CC2(CC1)CCNCC2 2-(4-methoxyphenyl)-2,8-diazaspiro[4.5]decane hydrogen chloride salt